CC(=CC(=O)[O-])CCC=C(C)C 3,7-dimethyl-2,6-octadienate